C1(=CC=CC=C1)C1(OC=2C(=CC1)C1=C3C(C=CC1=CC2)=C2C=CC=CC2=C3)C3=CC=CC=C3 3,3-diphenylindenonaphthopyran